N-{3-[2-(2-cyano-2-methylideneethyl)-1-oxo-2,3-dihydro-1H-isoindol-4-yl]phenyl}acetamide C(#N)C(CN1C(C2=CC=CC(=C2C1)C=1C=C(C=CC1)NC(C)=O)=O)=C